FC=1C=C2C=NN(C2=CC1C1=C2C=CN(C2=CC=C1)CC(=O)OCC)C ethyl 2-[4-(5-fluoro-1-methylindazol-6-yl)indol-1-yl]acetate